2-(4-pentylethynyl)aniline CCCC(C)C#CC1=C(N)C=CC=C1